C(C1=CC=CC=C1)OC1C(=C(C(O1)=O)Br)SCC1=CC=CC=C1 5-benzyloxy-4-benzylthio-3-bromo-2(5H)furanone